FC(C1=NC(=NO1)C1=CC2=C([C@@H](CO2)NC(=O)C2=CC(=NN2C)C)C=C1)F (S)-N-(6-(5-(difluoromethyl)-1,2,4-oxadiazol-3-yl)-2,3-dihydrobenzofuran-3-yl)-1,3-dimethyl-1H-pyrazole-5-carboxamide